7-chloro-2,3,4,5-tetrahydro-1H-3-benzazepine ClC1=CC2=C(CCNCC2)C=C1